1-((4-cyclopentylpiperidin-1-yl)sulfonyl)-3-methyl-1H-imidazol-3-ium C1(CCCC1)C1CCN(CC1)S(=O)(=O)N1C=[N+](C=C1)C